3,3'-diamino-1,1'-biadamantane NC12CC3(CC(CC(C1)C3)C2)C23CC1(CC(CC(C2)C1)C3)N